FC1=C(C(=CC=C1C#CC=1C=NC=CC1)O)N1CC(NS1(=O)=O)=O 5-(2-fluoro-6-hydroxy-3-(pyridin-3-ylethynyl)phenyl)-1,2,5-thiadiazolidin-3-one 1,1-dioxide